C(C)(=O)OC=1C=CC=2C3(C4=CC=C(C=C4OC2C1CN(CCC(NCCOCCOCCCCCCCl)=O)C)OC(C)=O)OC(C1=CC(=CC=C13)C(=O)O)=O 3',6'-diacetoxy-4'-(18-chloro-2-methyl-5-oxo-9,12-dioxa-2,6-diazaoctadecyl)-3-oxo-3H-spiro[isobenzofuran-1,9'-xanthene]-5-carboxylic acid